CC1=NC(=CC(=C1)C)C 2,4,6-Trimethylpyridin